9-((4-(((R)-1-(3-bromophenyl)ethyl)amino)-6-methoxy-2-methylquinazolin-7-yl)-oxy)-N-((2-(2,6-dioxopiperidin-3-yl)-1-oxoisoindolin-5-yl)methyl)nonanamide BrC=1C=C(C=CC1)[C@@H](C)NC1=NC(=NC2=CC(=C(C=C12)OC)OCCCCCCCCC(=O)NCC=1C=C2CN(C(C2=CC1)=O)C1C(NC(CC1)=O)=O)C